CC(=CC)[C@H]1[C@@H]2CC[C@H](CN1)N2C(=O)OC(C)(C)C tert-butyl (1S,2S,5R)-2-(but-2-en-2-yl)-3,8-diazabicyclo[3.2.1]octane-8-carboxylate